1,1,1,3,3,3-hexafluoropropan-2-yl (R or S)-1-((6-(dimethylphosphoryl)pyridin-3-yl)carbamoyl)-6-azaspiro[2.5]octane-6-carboxylate CP(=O)(C)C1=CC=C(C=N1)NC(=O)[C@@H]1CC12CCN(CC2)C(=O)OC(C(F)(F)F)C(F)(F)F |o1:13|